(E)-N-(6-(7H-pyrrolo[2,3-d]pyrimidin-7-yl)pyridin-2-yl)-3-(furan-2-yl)acrylamide N1=CN=CC2=C1N(C=C2)C2=CC=CC(=N2)NC(\C=C\C=2OC=CC2)=O